phenyl di(p-t-butylphenyl) phosphate P(=O)(OC1=CC=CC=C1)(OC1=CC=C(C=C1)C(C)(C)C)OC1=CC=C(C=C1)C(C)(C)C